1-[[2-(difluoromethoxy)pyridin-4-yl]methyl]-3-[rac-(1r,3r)-2,2-difluoro-3-methylcyclopropyl]urea FC(OC1=NC=CC(=C1)CNC(=O)N[C@H]1C([C@@H]1C)(F)F)F |r|